N-((1H-pyrrolo[3,2-c]pyridin-2-yl)methyl)-2-(5-((3-(4-fluorophenyl)propyl)amino)-6-oxo-2-phenylpyrimidin-1(6H)-yl)acetamide N1C(=CC=2C=NC=CC21)CNC(CN2C(=NC=C(C2=O)NCCCC2=CC=C(C=C2)F)C2=CC=CC=C2)=O